N-[[(2S,5R)-2-[4-(3,5-difluorophenoxy)phenyl]-3-oxo-1,4-thiazepan-5-yl]methyl]pyrimidine-2-carboxamide FC=1C=C(OC2=CC=C(C=C2)[C@@H]2SCC[C@@H](NC2=O)CNC(=O)C2=NC=CC=N2)C=C(C1)F